C(C)[NH+]1C(N(CC1)CC)CC 1,2,3-triethyl-imidazolinium